FC=1C=C2C(=C(/C(/C2=CC1)=C/C1=CC=C(C=C1)S(=O)(=O)C1=CC=C(C=C1)F)C)CC(=O)O 2-[(1Z)-5-fluoro-1-{[4-(4-fluorobenzenesulfonyl)phenyl]methylidene}-2-methyl-1H-inden-3-yl]acetic acid